allyl phenyl ether phosphate salt P(=O)(O)(O)O.C1(=CC=CC=C1)OCC=C